piperazin-1-yl(2H-1,2,3-triazol-2-yl)methanone N1(CCNCC1)C(=O)N1N=CC=N1